(racemic)-2-Chloro-1-(3-hydroxypyrrolidin-1-yl)ethan-1-one ClCC(=O)N1C[C@@H](CC1)O |r|